((S)-fluoro(2-(((3S,6S,9aS)-3-(3-(4-fluoropyridin-3-yl)azetidine-1-carbonyl)-5-oxooctahydro-1H-pyrrolo[1,2-a]azepin-6-yl)carbamoyl)benzo[b]thiophen-5-yl)methyl)phosphonic acid F[C@H](C1=CC2=C(SC(=C2)C(N[C@H]2CCC[C@@H]3N(C2=O)[C@@H](CC3)C(=O)N3CC(C3)C=3C=NC=CC3F)=O)C=C1)P(O)(O)=O